chloro-s-butylsilane Cl[SiH2]C(C)CC